C1(=CC(=CC=C1)C1=NC(=NC=C1Cl)NC=1C=C(C=NC1)N1C(C2(CC1)CCN(CC2)C(CCCCCCBr)=O)=O)C2=CC=CC=C2 2-(5-((4-([1,1'-biphenyl]-3-yl)-5-chloropyrimidin-2-yl)amino)pyridin-3-yl)-8-(7-bromoheptanoyl)-2,8-diazaspiro[4.5]decan-1-one